benzocyclohexene sulfonium salt [SH3+].C1=CC=CC2=C1C=CC=C2